C(C)(=O)NCSC[C@H](NC(=O)OC(C)(C)C)C(=O)O S-Acetamidomethyl-N-tert-butoxycarbonyl-L-cysteine